NC1=CC=C(C=N1)C1=NC(=CC(=N1)N=S(=O)(C)C)N1[C@@H](COCC1)C (R)-((2-(6-aminopyridin-3-yl)-6-(3-methyl-morpholino)pyrimidin-4-yl)imino)dimethyl-λ6-sulfanone